Cl.C(C1=CC=CC=C1)OCC1(CCN(CC1)CC1=CC=C(C=C1)NC(C)=O)COCC N-(4-((4-(benzyloxymethyl)-4-(ethoxymethyl)piperidin-1-yl)methyl)phenyl)acetamide HCl